ethyl-(Z)-N-benzyl-N-([methyl(methyl-thioethylideneamino-oxy-carbonyl)amino]thio)alaninate C(C)OC([C@@H](N(SN(C(=O)O\N=C/CSC)C)CC1=CC=CC=C1)C)=O